COC1=NC=C(C(=N1)OC)C=1C=C(C=2N(N1)C=CN2)[C@@H]2[C@H](C2)C=2C=CC(N(C2)C)=O 5-[(1S,2S)-2-[6-(2,4-dimethoxypyrimidin-5-yl)imidazo[1,2-b]pyridazin-8-yl]cyclopropyl]-1-methyl-pyridin-2-one